1-(benzo[c]isothiazol-5-yl)ethan-1-one N=1SC=C2C1C=CC(=C2)C(C)=O